Cl.ClC1=CC(=C(C=C1)C(C(C)(F)F)O)F (4-chloro-2-fluorophenyl)-2,2-difluoropropan-1-ol hydrochloride